2,4-dibromo-6-chloronaphthalen-1-amine BrC1=C(C2=CC=C(C=C2C(=C1)Br)Cl)N